N-(1-carbamoyl-2-methylpropyl)-1-(cyclohexylmethyl)indazole-3-carboxamide C(N)(=O)C(C(C)C)NC(=O)C1=NN(C2=CC=CC=C12)CC1CCCCC1